4-((1-(benzylsulfonyl)piperidin-4-yl)oxy)thieno[3,2-d]pyrimidine C(C1=CC=CC=C1)S(=O)(=O)N1CCC(CC1)OC=1C2=C(N=CN1)C=CS2